4-[4-[[5-(3-ethoxy-1-methyl-pyrazol-4-yl)-4-[(1S)-3-hydroxy-1-methyl-propoxy]-2-pyridyl]amino]pyrimidin-2-yl]-2-methyl-1H-pyrazol-3-one C(C)OC1=NN(C=C1C=1C(=CC(=NC1)NC1=NC(=NC=C1)C=1C(N(NC1)C)=O)O[C@H](CCO)C)C